O1C=C(C2=C1C=CC=C2)N benzofuran-3-amine